(N-[4-amino-5-(4-cyano-3-fluoro-benzoyl)thiazol-2-yl]-4-fluoro-anilino)propanamide tert-butyl-3,3-difluoro-4-{[(4-methylbenzenesulfonyl)oxy]methyl}piperidine-1-carboxylate C(C)(C)(C)OC(=O)N1CC(C(CC1)COS(=O)(=O)C1=CC=C(C=C1)C)(F)F.NC=1N=C(SC1C(C1=CC(=C(C=C1)C#N)F)=O)N(C1=CC=C(C=C1)F)C(C(=O)N)C